(S)-5-(benzyloxy)-4-(11-(benzyloxy)-11-oxo-N-undecylundecanamido)-5-oxopentanoic acid C(C1=CC=CC=C1)OC([C@H](CCC(=O)O)N(C(CCCCCCCCCC(=O)OCC1=CC=CC=C1)=O)CCCCCCCCCCC)=O